2-[(1R)-1-[3,6-Dimethyl-2-(1-methylpyrazol-4-yl)-4-oxo-chromen-8-yl]ethoxy]-5-fluoro-benzenesulfonamide CC1=C(OC2=C(C=C(C=C2C1=O)C)[C@@H](C)OC1=C(C=C(C=C1)F)S(=O)(=O)N)C=1C=NN(C1)C